CC1=CC2=C(N=CS2)C=C1C(=O)O 6-methylbenzo[d]thiazole-5-carboxylic acid